N-(3-azidopropyl)-4-[(Z)-[4-(3-azidopropylamino)-1-cyano-1-methyl-4-oxobutyl]azo]-4-cyano-pentanamide N(=[N+]=[N-])CCCNC(CCC(C)(C#N)\N=N/C(CCC(=O)NCCCN=[N+]=[N-])(C)C#N)=O